N-(6-(4-isopropyl-4H-1,2,4-triazole-3-yl)pyridine-2-yl)-5-(pyrazine-2-yl)-3,6-dihydropyridine-1(2H)-formamide C(C)(C)N1C(=NN=C1)C1=CC=CC(=N1)NC(=O)N1CCC=C(C1)C1=NC=CN=C1